C1(CCC1)N1N=CC=C1C(=O)N[C@H](C(=O)NC1=NC(=C(C=C1)C=1C(=[N+](C=C(C1)C)[O-])C)F)C(C1CC1)C1CC1 2-cyclobutyl-N-[(1S)-1-(dicyclopropylmethyl)-2-[[5-(2,5-dimethyl-1-oxido-pyridin-1-ium-3-yl)-6-fluoro-2-pyridyl]amino]-2-oxo-ethyl]pyrazole-3-carboxamide